CSCC1CN(CCC1)C(=O)OC(C)(C)C tert-Butyl 3-[(methylsulfanyl)methyl]piperidine-1-carboxylate